ClC1=C(C=CC=C1F)C1=C(C2=C(CCC1)C(=C(C=C2)O)F)C2=CC=C(C=C2)O[C@@H]2CN(CC2)CCCF 6-(2-chloro-3-fluoro-phenyl)-1-fluoro-5-[4-[(3S)-1-(3-fluoropropyl)pyrrolidin-3-yl]oxyphenyl]-8,9-dihydro-7H-benzo[7]annulen-2-ol